(R)-1-(5-methoxy-2-benzoxazolyl)-1-(4-methoxyphenyl)-1-ethanol COC=1C=CC2=C(N=C(O2)[C@](C)(O)C2=CC=C(C=C2)OC)C1